C1CCC12OCC(C2)COC2=NN=C(S2)N 5-((5-oxaspiro(3.4)oct-7-yl)methoxy)-1,3,4-thiadiazol-2-amine